Methyl-(2RS)-6-oxopiperidin-2-carboxylat COC(=O)[C@@H]1NC(CCC1)=O |r|